C(C)OC(=O)C1=CC(=C(C=2NC(=NC21)C)C)Br 6-bromo-2,7-dimethyl-1H-benzimidazole-4-carboxylic acid ethyl ester